C(C=C)(=O)OCCCS(=O)(=O)[O-] acryloxypropylsulphonate